(S)-2-methyl-4-(2-((1-methyl-1H-indazol-6-yl)methoxy)pyrimidin-4-yl)piperazin C[C@@H]1NCCN(C1)C1=NC(=NC=C1)OCC1=CC=C2C=NN(C2=C1)C